tert-butyl N-({5-[(3S)-3-{[(1-methyl-4-oxo-1,4-dihydroquinolin-3-yl)methyl][(2-methylpyridin-4-yl)methyl]amino}piperidin-1-yl]pyridin-2-yl}methyl)carbamate CN1C=C(C(C2=CC=CC=C12)=O)CN([C@@H]1CN(CCC1)C=1C=CC(=NC1)CNC(OC(C)(C)C)=O)CC1=CC(=NC=C1)C